p-(octyloxyphenyl)-phenyliodonium C(CCCCCCC)OC1=C(C=CC=C1)C1=CC=C(C=C1)[IH+]